2-(((1R,3S)-3-(7-bromo-1H-benzo[d]imidazol-1-yl)cyclohexyl)amino)-4-(1-(2,2-difluoroethyl)-1H-pyrazol-4-yl)pyrimidine-5-carbonitrile BrC1=CC=CC2=C1N(C=N2)[C@@H]2C[C@@H](CCC2)NC2=NC=C(C(=N2)C=2C=NN(C2)CC(F)F)C#N